C(N)(=O)C=1C(=NN(C1)C1(C(CN(CC1)CC1=CC(=C(C=C1)C=C)O)F)CC#N)NC(OC)=O methyl N-[4-carbamoyl-1-[4-(cyanomethyl)-3-fluoro-1-[(3-hydroxy-4-vinyl-phenyl)methyl]-4-piperidyl]pyrazol-3-yl]carbamate